4-[4-({(1R)-1-[3-(difluoromethyl)-2-fluorophenyl]ethyl}amino)-2-methylpyrido[3,4-d]pyrimidin-6-yl]-1-[(2S)-2-methoxypropanoyl]-1,4lambda5-azaphosphinan-4-one FC(C=1C(=C(C=CC1)[C@@H](C)NC=1C2=C(N=C(N1)C)C=NC(=C2)P2(CCN(CC2)C([C@H](C)OC)=O)=O)F)F